2,5-di-n-butylpyrrole C(CCC)C=1NC(=CC1)CCCC